CC[C@]1(CC[C@@H](O1)[C@@]2(CC[C@@]3(O2)C[C@@H]([C@H]([C@H](O3)[C@@H](C)[C@H]([C@H](C)C(=O)O)OC)C)O)C)[C@H]4[C@H](C[C@@H](O4)[C@@H]5[C@H](C[C@H]([C@@](O5)(CO)O)C)C)C The molecule is a spiroketal, monensin A is the major component of monensin, a mixture of antibiotic substances produced by Streptomyces cinnamonensis. An antiprotozoal, it is used as the sodium salt as a feed additive for the prevention of coccidiosis in poultry and as a growth promoter in cattle. It has a role as a coccidiostat, an antifungal agent and an ionophore. It is a monocarboxylic acid, a cyclic hemiketal, a spiroketal and a polyether antibiotic.